F[C@@H]1[C@H]2CC[C@@H](C[C@@H]1N(C=1N=CC(=NC1)C1=C(C=C(C=C1)[C@@H]1CC(N(C1)C)=O)O)C)N2 (4S)-4-[4-(5-{[(1R,2R,3S,5S)-2-fluoro-8-azabicyclo[3.2.1]octan-3-yl](methyl)amino}pyrazin-2-yl)-3-hydroxyphenyl]-1-methylpyrrolidin-2-one